(2R,4s,6S)-7-((5-cyclopropyl-7-methyl-1H-indol-4-yl)methyl)-6-(4-(6-ethyl-2,6-diazaspiro[3.3]heptane-2-carbonyl)phenyl)-7-azaspiro[3.5]nonane-2-carbonitrile C1(CC1)C=1C(=C2C=CNC2=C(C1)C)CN1[C@@H](CC2(CC(C2)C#N)CC1)C1=CC=C(C=C1)C(=O)N1CC2(C1)CN(C2)CC